(3,5-bis(trifluoromethyl)benzyl)-1H-indole-3-carboxylic acid FC(C=1C=C(CN2C=C(C3=CC=CC=C23)C(=O)O)C=C(C1)C(F)(F)F)(F)F